2-((1r,4r)-4-(2-(4-(4-(2,6-Dioxopiperidin-3-yl)-2,5-difluorophenyl)piperazin-1-yl)ethyl)cyclohexyl)-N-(imidazo[1,2-b]pyridazin-3-yl)-6-methoxy-2H-indazole-5-carboxamide O=C1NC(CCC1C1=CC(=C(C=C1F)N1CCN(CC1)CCC1CCC(CC1)N1N=C2C=C(C(=CC2=C1)C(=O)NC1=CN=C2N1N=CC=C2)OC)F)=O